2-amino-ortho-chlorophenol NC1(C(C=CC=C1)O)Cl